2-Propanyl 4-{(3S,5aR,6R,7R,8aS)-6-[(1E,3R)-4-(3,5-difluorophenoxy)-3-hydroxy-1-buten-1-yl]-7-hydroxyoctahydro-2H-cyclopenta[b]oxepin-3-yl}butanoate FC=1C=C(OC[C@@H](/C=C/[C@H]2[C@@H](C[C@@H]3OC[C@H](CC[C@@H]32)CCCC(=O)OC(C)C)O)O)C=C(C1)F